BrC=1C=C2C=C(C(=NC2=CC1)Cl)Cl 6-bromo-2,3-dichloro-quinoline